C1(=CC=C(C=C1)C1=NC2=CC=CC=C2C=C1F)C1=CC=CC=C1 2-([1,1'-Biphenyl]-4-yl)-3-fluoroquinoline